BrC1=CC=C(C=C1)N1N=C(C=2C1=CN=C(C2)OC)C2CCNCC2 1-(4-bromophenyl)-5-methoxy-3-(4-piperidyl)pyrazolo[3,4-c]pyridine